CC=1C=C2C(=C3C1OC1=C3C=C(C=C1)OC)C(=O)OC2=O 4-methyl-8-methoxy-dibenzofuran-1,2-dicarboxylic anhydride